C(C)(=O)OC1=C2C(=C3[C@@H](CN(C3=C1)C(CCCC(=O)N1C[C@H](C3=C4C(=C(C=C13)OC(C)=O)SC=C4C)CCl)=O)CCl)C(=CS2)C (8S,8'S)-glutaroylbis(8-(chloromethyl)-1-methyl-7,8-dihydro-6H-thieno[3,2-e]indole-6,4-diyl) Diacetate